3-[(4S)-3-(4-chlorophenyl)-4-phenyl-4,5-dihydro-1H-pyrazol-1-yl]-1-[(4-chlorophenyl)methyl]-4-methyl-4,5-dihydro-1H-1,2,4-triazol-5-one ClC1=CC=C(C=C1)C1=NN(C[C@@H]1C1=CC=CC=C1)C1=NN(C(N1C)=O)CC1=CC=C(C=C1)Cl